4-(1-hydroxycyclopentyl)-1,2,3-triazole OC1(CCCC1)C=1N=NNC1